4-nitrophenyloxybutan-3-yl carbonate C(OC(CC)COC1=CC=C(C=C1)[N+](=O)[O-])([O-])=O